(R)-6'-((1-Acryloyl-3-(2,3-dichloro-6-fluorophenyl)pyrrolidin-3-yl)amino)-1'-methylspiro[cyclopentane-1,3'-indolin]-2'-one C(C=C)(=O)N1C[C@@](CC1)(C1=C(C(=CC=C1F)Cl)Cl)NC1=CC=C2C3(C(N(C2=C1)C)=O)CCCC3